C(#N)C1=C(C=CC=C1)C1=CC=C(C=C1)C 2'-monocyano-4-methylbiphenyl